bis(4-octadecylphenyl)iodonium C(CCCCCCCCCCCCCCCCC)C1=CC=C(C=C1)[I+]C1=CC=C(C=C1)CCCCCCCCCCCCCCCCCC